C1CCC2=CC(=CC=C12)C(=O)NCC(=O)NCC=1N=C2N(C=CC=C2)C1 2-[(2,3-dihydro-1H-inden-5-yl)formamido]-N-({imidazo[1,2-a]pyridin-2-yl}methyl)acetamide